FC=1C=C(OC2CN(C2)C/C=C/C(=O)N(C)C)C=C(C1[C@H]1N([C@@H](CC2=C3C(=CC=C12)NN=C3)C)CC(C)(C)F)F (E)-4-(3-(3,5-difluoro-4-((6S,8R)-7-(2-fluoro-2-methylpropyl)-8-methyl-6,7,8,9-tetrahydro-3H-pyrazolo[4,3-f]isoquinolin-6-yl)phenoxy)azetidin-1-yl)-N,N-dimethylbut-2-enamide